N-hydroxy-1,2,4,9-tetrahydro-3H-carbazole-3-imine ON=C1CCC=2NC3=CC=CC=C3C2C1